ClC=1N=C2C(=C(C(N(C2=CC1)C)=O)C#N)N1C[C@@H]([C@@H](CC1)NC1=C(C=C(C=C1)Cl)O)C 6-Chloro-4-[(3S,4R)-4-(4-chloro-2-hydroxy-anilino)-3-methyl-1-piperidyl]-1-methyl-2-oxo-1,5-naphthyridine-3-carbonitrile